(3R)-3-[4-(1,4-dioxa-8-azaspiro[4.5]decan-8-yl)indolin-1-yl]piperidine-2,6-dione O1CCOC12CCN(CC2)C2=C1CCN(C1=CC=C2)[C@H]2C(NC(CC2)=O)=O